methyl 4-bromo-3-fluoro-1-(tetrahydropyran-2-yl)-1H-indazole-6-carboxylate BrC1=C2C(=NN(C2=CC(=C1)C(=O)OC)C1OCCCC1)F